CC(C#N)=C Methyl-Acrylonitrile